1-[3-(Benzoyloxy)propyl]-5'-O-[bis(4-methoxyphenyl)(phenyl)methyl]-3'-O-[tert-butyl(dimethyl)silyl]inosine C(C1=CC=CC=C1)(=O)OCCCN1C(C=2N=CN([C@H]3[C@H](O)[C@H](O[Si](C)(C)C(C)(C)C)[C@@H](COC(C4=CC=CC=C4)(C4=CC=C(C=C4)OC)C4=CC=C(C=C4)OC)O3)C2N=C1)=O